BrC=1C=C(O[Si](C2=CC=CC=C2)(C2=CC=CC=C2)C(C)(C)C)C=C(C1)F (3-bromo-5-fluorophenoxy)(tert-butyl)diphenylsilane